Cl.OCC(O)CO glycerol-hydrochloride